C1(C=CC=C1)[Sn](C1C=CC=C1)(Cl)Cl Bis(cyclopentadienyl)tin dichloride